pentaerythritol tetra(3-laurylpropionate) C(CCCCCCCCCCC)CCC(=O)OCC(COC(CCCCCCCCCCCCCC)=O)(COC(CCCCCCCCCCCCCC)=O)COC(CCCCCCCCCCCCCC)=O